C12(CC(C1)C2)N2N=NC(=C2)[C@H](C2=C1C=CN(C(C1=CC=C2)=O)C)NC=2C=C1C(=C(C=NC1=C(C2)Cl)C#N)NCC(C)(C)C (S)-6-{[(1-(bicyclo[1.1.1]pentane-1-yl)-1H-1,2,3-triazol-4-yl)(2-methyl-1-oxo-1,2-dihydroisoquinolin-5-yl)methyl]amino}-8-chloro-4-(neopentylamino)quinoline-3-carbonitrile